tri-azidoadamantane N(=[N+]=[N-])C1(C2(CC3CC(CC1C3)C2)N=[N+]=[N-])N=[N+]=[N-]